benzyl 4-[(3S)-3-(6-methyl-3-pyridyl)isoxazolidine-2-carbonyl]piperidine-1-carboxylate CC1=CC=C(C=N1)[C@H]1N(OCC1)C(=O)C1CCN(CC1)C(=O)OCC1=CC=CC=C1